1-(4-fluoro-2-methylphenyl)-6-methyl-2-oxo-1,2-dihydropyridine-3-carboxylic acid FC1=CC(=C(C=C1)N1C(C(=CC=C1C)C(=O)O)=O)C